2-Chloro-5-(5-methyl-[1,2,4]oxadiazol-3-yl)-pyrazine ClC1=NC=C(N=C1)C1=NOC(=N1)C